(R)-Ethyl 5-((4-bromo-1-methyl-1H-pyrazol-3-yl)amino)-2-(3-(5-(3-hydroxy-1-methyl-2-oxopyrrolidin-3-yl)isoxazol-3-yl)phenyl)thiazole-4-carboxylate BrC=1C(=NN(C1)C)NC1=C(N=C(S1)C1=CC(=CC=C1)C1=NOC(=C1)[C@]1(C(N(CC1)C)=O)O)C(=O)OCC